Cl.Cl.C(C)[C@H]1[C@@H](CNC1)C1=CNC=2N=CC=3N(C21)C=CN3 ((3R,4S)-4-ethylpyrrolidin-3-yl)-3H-imidazo[1,2-a]pyrrolo[2,3-e]pyrazine dihydrochloride